(S)-1-(Toluene-4-sulfonyl)-pyrrolidine-2-carboxylic acid benzooxazol-5-ylmethyl-(4,4-dimethyl-cyclohexyl)-amide O1C=NC2=C1C=CC(=C2)CN(C(=O)[C@H]2N(CCC2)S(=O)(=O)C2=CC=C(C)C=C2)C2CCC(CC2)(C)C